FC[C@H]1N(S(OC1)(=O)=O)C(=O)OC(C)(C)C tert-butyl (S)-4-(fluoromethyl)-1,2,3-oxathiazolidine-3-carboxylate 2,2-dioxide